(3R,4S)-3-fluoro-1-[4-({8-[(2R,3S)-3-(methanesulfonylmeth-yl)-2-methylazetidin-1-yl]-5-(propan-2-yl)isoquinolin-3-yl}amino)pyrimidin-2-yl]piperidin-4-ol F[C@@H]1CN(CC[C@@H]1O)C1=NC=CC(=N1)NC=1N=CC2=C(C=CC(=C2C1)C(C)C)N1[C@@H]([C@H](C1)CS(=O)(=O)C)C